6-((3S,5R)-3,4,5-trimethylpiperazin-1-yl)pyrimidin-4-amine C[C@H]1CN(C[C@H](N1C)C)C1=CC(=NC=N1)N